CC(=N)CC#N diacetonitrile